CN1N=C2C(=C1OS(=O)(=O)C(F)(F)F)C[C@H]1CC[C@@H]2N1C(=O)OCCCC butyl (5R,8S)-2-methyl-3-(((trifluoromethyl)sulfonyl)oxy)-2,4,5,6,7,8-hexahydro-5,8-epiminocyclohepta[c]pyrazole-9-carboxylate